FC=1C=C(C=CC1C=1C2=C(C(NC1)=O)NC=N2)NC([C@H](C(C2=CC=CC=C2)C2=CC=CC=C2)NC(=O)C2=CC=NN2C)=O (S)-N-(1-((3-fluoro-4-(4-oxo-4,5-dihydro-3H-imidazo[4,5-c]pyridin-7-yl)phenyl)amino)-1-oxo-3,3-diphenylpropan-2-yl)-1-methyl-1H-pyrazole-5-carboxamide